Methyl-1-propene CC=CC